3-((3-((1-(Benzyloxycarbonyl)piperidin-4-yl)oxy)-3-oxopropyl)amino)-7-methyl-benzo[e][1,2,4]Triazine-1-oxide C(C1=CC=CC=C1)OC(=O)N1CCC(CC1)OC(CCNC=1N=[N+](C2=C(N1)C=CC(=C2)C)[O-])=O